CN1C=2C=CC(=NC2C(=CC1=O)N1C[C@H]([C@H](CC1)OCC1=CC=C(C=C1)OC(F)(F)F)C)C#N |r| (+/-)-5-methyl-8-(cis-3-methyl-4-((4-(trifluoromethoxy)benzyl)oxy)piperidin-1-yl)-6-oxo-5,6-dihydro-1,5-naphthyridine-2-carbonitrile